C1(CC1)C1=C(C=CC=C1)C1=NC=C2NC(N(C2=N1)CC1=CC=C(C=C1)N1N=C(C=C1C)C(=O)OCC)=O ethyl 1-(4-((2-(2-cyclopropylphenyl)-8-oxo-7,8-dihydro-9H-purin-9-yl) methyl) phenyl)-5-methyl-1H-pyrazole-3-carboxylate